NC=1C(=C(C=CC1)C=1N=C(SC1C1=NC(=NC=C1)NC1CC2(CS(C2)(=O)=O)C1)C12CC(C1)C2)F 6-((4-(4-(3-amino-2-fluorophenyl)-2-(bicyclo[1.1.1]pentan-1-yl)thiazol-5-yl)pyrimidin-2-yl)amino)-2-thiaspiro[3.3]heptane 2,2-dioxide